5-(2,6-dihydroxyphenyl)-1-naphthonitrile OC1=C(C(=CC=C1)O)C1=C2C=CC=C(C2=CC=C1)C#N